6-fluorochromone-3-formaldehyde FC=1C=C2C(C(=COC2=CC1)C=O)=O